P(=O)([O-])([O-])[O-].[Zn+2].[Ag+] silver-zinc phosphate